7-(2-((5-cyclopropyl-3-(2,6-dichlorophenyl)isoxazol-4-yl)methylene)-7-azaspiro[3.5]non-7-yl)cinnoline-3-carboxylic acid C1(CC1)C1=C(C(=NO1)C1=C(C=CC=C1Cl)Cl)C=C1CC2(C1)CCN(CC2)C2=CC=C1C=C(N=NC1=C2)C(=O)O